BrC1=NN2C=NC(=C(C2=N1)F)C=1C=NN(C1)C(C)OCC 2-bromo-7-(1-(1-ethoxyethyl)-1H-pyrazol-4-yl)-8-fluoro-[1,2,4]triazolo[1,5-c]pyrimidine